FCCCN1C[C@H](CC1)OC1=CC=C(C=C1)C1=C(CCSC2=C1C=CC(=C2)O)C=2C=C1CC(N(C1=CC2)C(C)=O)(C)C 1-[5-[5-[4-[(3S)-1-(3-fluoropropyl)pyrrolidin-3-yl]oxyphenyl]-8-hydroxy-2,3-dihydro-1-benzothiepin-4-yl]-2,2-dimethyl-indolin-1-yl]ethanone